2,4-dimethyl-3-cyclohexenylformaldehyde CC1C(CCC(=C1)C)C=O